ClC1=CC(=CC=2N(C(OC21)=O)C)B2OC(CO2)(C)C 7-chloro-5-(5,5-dimethyl-1,3,2-dioxaborolan-2-yl)-3-methyl-1,3-benzoxazol-2(3H)-one